FC1([C@H]2[C@@H](NC1)CN(C2)C2(CC2)C(=O)O)F.O(CC)[SiH](C=CC)OCC diethoxyl(methyl)vinylsilane 1-((cis)-3,3-difluorohexahydropyrrolo[3,4-b]pyrrol-5(1H)-yl)cyclopropanecarboxylate